4-(1-(1-(2-(2,6-Dioxopiperidin-3-yl)-1,3-dioxoisoindol-4-yl)azetidin-3-yl)-4-methylpiperidin-4-yl)benzene O=C1NC(CCC1N1C(C2=CC=CC(=C2C1=O)N1CC(C1)N1CCC(CC1)(C)C1=CC=CC=C1)=O)=O